3-(mesitylenesulfonyloxy)aniline C1(=C(C(=CC(=C1)C)C)S(=O)(=O)OC=1C=C(N)C=CC1)C